COC=1C=C2CCN(C(C2=CC1)=O)C1=C(C=CC=C1)C 6-methoxy-2-o-methylphenyl-3,4-dihydroisoquinolin-1-one